isopropyl α-(hydroxymethyl)acrylate OCC(C(=O)OC(C)C)=C